[Si](C)(C)(C(C)(C)C)OCC1=CC2=NC=CC(=C2S1)C1=CC(=C2C(CCOC2=C1)N1CCN(CC1)C(=O)OC(C)(C)C)Cl tert-butyl 4-[7-[2-[[tert-butyl(dimethyl)silyl]oxymethyl]thieno[3,2-b]pyridin-7-yl]-5-chloro-chroman-4-yl]piperazine-1-carboxylate